3-(5-benzyloxy-2-methyl-indol-1-yl)piperidine-2,6-dione C(C1=CC=CC=C1)OC=1C=C2C=C(N(C2=CC1)C1C(NC(CC1)=O)=O)C